FC(CC1=C(N=C(N=N1)N(CC1=CC=C(C=C1)OC)CC1=CC=C(C=C1)OC)OC)F 6-(2,2-difluoroethyl)-5-methoxy-N,N-bis[(4-methoxyphenyl)methyl]-1,2,4-triazin-3-amine